8-fluoro-pyrrolo[1,2-A]quinoxalin-4(5H)-one FC1=CC=C2NC(C=3N(C2=C1)C=CC3)=O